C(=O)(O)CC[N+]1=NC=C(C=C1)C1=NC=CC=N1.ClC1=C(C(=O)C=2C(CCCC2O)=O)C=CC(=C1CN1CCOCC1)S(=O)(=O)C 2-[2-chloro-4-(methyl-sulfonyl)-3-(morpholin-4-ylmethyl)benzoyl]-3-hydroxycyclohex-2-en-1-one, 1-(2-carboxyethyl)-4-(pyrimidin-2-yl)pyridazin-1-ium salt